BrC1=CN=C(C(=N1)NC(C)C=1C(=C2C=CC=NC2=CC1F)F)N 6-bromo-N2-(1-(5,7-Difluoroquinolin-6-yl)ethyl)pyrazine-2,3-diamine